2-((2-((4-(4-(4-(2,4-dioxotetrahydropyrimidin-1(2H)-yl)-2-fluorobenzyl)piperazin-1-yl)-2-isopropoxy-5-methylphenyl)amino)-5-(trifluoromethyl)pyridin-4-yl)amino)-N-methylbenzamide O=C1N(CCC(N1)=O)C1=CC(=C(CN2CCN(CC2)C2=CC(=C(C=C2C)NC2=NC=C(C(=C2)NC2=C(C(=O)NC)C=CC=C2)C(F)(F)F)OC(C)C)C=C1)F